C(C)N1CC=2C=CC(=C(C3=CN4C(C(OCCCC[C@@H](NC1=O)CCC(F)(F)F)=N3)=NC=C4)C2)OC (16R)-13-ethyl-8-methoxy-16-(3,3,3-trifluoropropyl)-12,13,15,16,17,18,19,20-octahydro-14H-6,22-(azeno)-11,7-(metheno)imidazo[2,1-c][1,4,13,15]oxatriazacycloicosin-14-one